Tert-Butyl 3-[6-(3-chlorophenoxy)-3-pyridyl]azetidine-1-carboxylate ClC=1C=C(OC2=CC=C(C=N2)C2CN(C2)C(=O)OC(C)(C)C)C=CC1